N[C@@H]1C(C[C@@H](C1)C(=O)O)(F)F (1R,4S)-4-amino-3,3-difluorocyclopentanecarboxylic acid